ethyl 2-(4-isopropoxyphenyl)-2-oxoacetate C(C)(C)OC1=CC=C(C=C1)C(C(=O)OCC)=O